but-3-yn-1-one C(CC#C)=O